butyl 2-oxo-1,3-dioxolan-4-carboxylate O=C1OCC(O1)C(=O)OCCCC